ClCCC(=C(C1=CC=C(C=C1)O)C1=CC=C(C=C1)N1CCC(CC1)CN1CCC(CC1)C=1C=C2C(N(C(C2=CC1)=O)C1C(NC(CC1)=O)=O)=O)C1=CC=C(C=C1)O 5-(1-((1-(4-(4-chloro-1,2-bis(4-hydroxyphenyl)but-1-en-1-yl)phenyl)piperidin-4-yl)methyl)piperidin-4-yl)-2-(2,6-dioxopiperidin-3-yl)isoindoline-1,3-dione